C(C1=CC=CC=C1)C(CC(C)C)(C)NC(=O)C=1C=NC2=C(C=CC=C2C1)C N-(1-benzyl-1,3-dimethyl-butyl)-8-methyl-quinoline-3-carboxamide